FC1(C[C@@H](N(C1)C1CCN(CC1)C)C(=O)NC=1C=CC=C2C(=CNC12)C1=NC(=NC=C1C)NC=1C(=NN(C1)C)OC)F (R)-4,4-difluoro-N-(3-(2-((3-methoxy-1-methyl-1H-pyrazol-4-yl)amino)-5-methylpyrimidin-4-yl)-1H-indol-7-yl)-1-(1-methylpiperidin-4-yl)pyrrolidine-2-carboxamide